ClC1=CC2=C(C(=NO2)C2=C(C=CC=C2)[C@H](CC2=NC(=CC=C2F)C#N)N[S@@](=O)C(C)(C)C)C=C1 (S)-N-{(S)-1-[2-(6-Chlorobenzo[d]isoxazol-3-yl)phenyl]-2-(6-cyano-3-fluoropyridine-2-yl)ethyl}-2-methylpropane-2-sulfinamide